O[C@@H]1CC[C@H](CC1)OC=1C(OC=CC1)C(=O)[O-] [trans-4-hydroxycyclohexyl]oxypyran-2-carboxylate